(1S,2S)-2-(((1-methyl-1H-imidazol-4-yl)methyl)amino)cyclohexan CN1C=NC(=C1)CNC1CCCCC1